ClC=1C(N(C(=CC1OCC1=NC=NC=C1F)C)C1=CC(=NC=C1C)N1N=C(C=C1)C(C)(C)O)=O 3-Chloro-4-((5-fluoropyrimidin-4-yl)methoxy)-2'-(3-(2-hydroxypropan-2-yl)-1H-pyrazol-1-yl)-5',6-Dimethyl-2H-[1,4'-bipyridyl]-2-one